C(C(C)C)NS(=O)(=O)C1=CC=C(C=C1)C1=CC=C(C=C1)CC#C N-isobutyl-4'-propargyl-4-biphenylsulfonamide